CN(C=1C=CC(=C(C(=O)O)C1)[N+](=O)[O-])C 5-(dimethylamino)-2-nitrobenzoic acid